2-[5-({3-[5-({[1-(2-hydroxyethyl)piperidin-4-yl]amino}methyl)-1-(2,2,2-trifluoroethyl)-1H-indol-2-yl]prop-2-yn-1-yl}amino)pyridin-2-yl]-2-methylpropanenitrile OCCN1CCC(CC1)NCC=1C=C2C=C(N(C2=CC1)CC(F)(F)F)C#CCNC=1C=CC(=NC1)C(C#N)(C)C